1-(5-((4-(2-(4,4-difluorocyclohexyl)propan-2-yl)piperazin-1-yl)methyl)pyrazolo[1,5-a]pyridin-3-yl)dihydropyrimidine-2,4(1H,3H)-dione FC1(CCC(CC1)C(C)(C)N1CCN(CC1)CC1=CC=2N(C=C1)N=CC2N2C(NC(CC2)=O)=O)F